Pentyl (1-(benzo[d][1,3]dioxol-5-yl)-1-oxopropan-2-yl)(methyl)carbamate O1COC2=C1C=CC(=C2)C(C(C)N(C(OCCCCC)=O)C)=O